FC=1C=C2C=C(C=NC2=CC1F)NC1=NC(=NC=C1)NC1=CC2=C(OCCN2C)C=C1 N4-(6,7-difluoroquinolin-3-yl)-N2-(4-methyl-3,4-dihydro-2H-benzo[b][1,4]oxazin-6-yl)pyrimidine-2,4-diamine